FC(CS(=O)(=O)CC(F)(F)F)(F)F di(trifluoroethyl)sulfone